4-(piperazin-1-yl)benzene-1-sulfonic acid N1(CCNCC1)C1=CC=C(C=C1)S(=O)(=O)O